C(C)(C)(C)OOC(C)(C)C1=CC=C(C=C1)C(C)(C)OOC(C)(C)C α,α'-bis(tert-butylperoxy)-1,4-diisopropylbenzene